C(C#C)[C@H]1CN(CCC1)C(=O)OC(C)(C)C tert-butyl (3S)-3-(prop-2-yn-1-yl)piperidine-1-carboxylate